COC1=CC=C(C=C1)CN1C(=NN=C1)C1=CC(=NN1CCCO)C 3-[5-[4-[(4-methoxyphenyl)methyl]-1,2,4-triazol-3-yl]-3-methyl-pyrazol-1-yl]propan-1-ol